(1R)-1-[[(4-Chlorophenyl)sulfonyl](2,5-difluorophenyl)amino]ethyl-5-fluorobenzenebutanoic acid ClC1=CC=C(C=C1)S(=O)(=O)N([C@H](C)C1=C(C=C(C=C1)F)CCCC(=O)O)C1=C(C=CC(=C1)F)F